OC[C@@H]1C[C@H](CCC1)SCC1=NC2=C(C=CC=C2C=N1)C 2-(((trans-3-(hydroxymethyl)cyclohexyl)thio)methyl)-8-methylquinazolin